N,N-dimethyl-3-(5-((2R,5S)-5-methylpiperidin-2-yl)benzo[d]thiazol-2-yl)Propan-1-amine CN(CCCC=1SC2=C(N1)C=C(C=C2)[C@@H]2NC[C@H](CC2)C)C